C(=O)(OC(C)(C)C)N[C@@H](CC(=O)O)CC#C (R)-beta-(Boc-amino)-5-hexynoic acid